R-(-)-mandelate C([C@H](O)C1=CC=CC=C1)(=O)[O-]